2,3-difluorophenyl acetate C(C)(=O)OC1=C(C(=CC=C1)F)F